N1=CC=C(C=C1)C=1SC2=C(N1)N=C(S2)C2=CC=NC=C2 2,5-di(4-pyridyl)thiazolothiazole